N-(3-(4-((4-([1,2,4]triazolo[1,5-a]pyridin-7-yloxy)-3-methylphenyl)amino)thieno[2,3-d]pyrimidin-6-yl)-5-methoxyphenyl)acrylamide N=1C=NN2C1C=C(C=C2)OC2=C(C=C(C=C2)NC=2C1=C(N=CN2)SC(=C1)C=1C=C(C=C(C1)OC)NC(C=C)=O)C